1,3-oxothiolane C1CSCO1